(E)-3-(4-nitrophenyl)acrolein [N+](=O)([O-])C1=CC=C(C=C1)/C=C/C=O